2-((3aR,5r,6aS)-5-(cyclopropylmethyl)-5-hydroxyhexa-hydrocyclopenta[c]pyrrol-2(1H)-yl)-1-(5-hydroxypyridin-2-yl)ethanone C1(CC1)CC1(C[C@@H]2[C@@H](CN(C2)CC(=O)C2=NC=C(C=C2)O)C1)O